4-Methoxy-N-(4,4,4-trifluoro-3-oxobutyl)-2-(4-(trifluoromethyl)phenyl)quinoline-7-carboxamide COC1=CC(=NC2=CC(=CC=C12)C(=O)NCCC(C(F)(F)F)=O)C1=CC=C(C=C1)C(F)(F)F